N-(2-((tert-butyldimethylsilyl)oxy)ethyl)-7-chloro-5-methoxy-2-(methylthio)pyrido[4,3-d]pyrimidin-4-amine [Si](C)(C)(C(C)(C)C)OCCNC=1C2=C(N=C(N1)SC)C=C(N=C2OC)Cl